N1=CC=C(C=C1)CC(=O)N1CC2=C(C1)CN(C2)C(=O)OC(C)(C)C tert-butyl 5-[2-(pyridin-4-yl) acetyl]-1h,2h,3h,4h,5h,6h-pyrrolo[3,4-c]pyrrole-2-carboxylate